C(C)OC(=O)C1=NN(C(=C1)C1=CC=C(C=C1)C#N)C1=CC=C(C=C1)N(C)C 5-(4-cyanophenyl)-1-(4-(dimethylamino)phenyl)-1H-pyrazole-3-carboxylic acid ethyl ester